O[C@@]1(C(N(CC1)C)=O)C=1C=NN(C1)C1=NC(=CC=C1)C1=NC(=NC=C1)S(=O)(=O)C (R)-3-hydroxy-1-methyl-3-(1-(6-(2-(methylsulfonyl)pyrimidin-4-yl)pyridin-2-yl)-1H-pyrazol-4-yl)pyrrolidin-2-one